3,4-dihydroxy-phenylethanol OC=1C=C(C=CC1O)C(C)O